OC=1C=C2CC[C@@H]([C@@H](C2=CC1)C1=CC=C(C=C1)N1CCN(CC1)CCN1CCN(CC1)C1=CC=C(C=C1)NC1C(NC(CC1)=O)=O)C1=CC=CC=C1 3-((4-(4-(2-(4-(4-((1R,2S)-6-hydroxy-2-phenyl-1,2,3,4-tetrahydronaphthalen-1-yl)phenyl)piperazin-1-yl)ethyl)piperazin-1-yl)phenyl)amino)piperidine-2,6-dione